C(CC)(=O)OC1=CC=C(C=C1)B(O)O (4-(propionyloxy)phenyl)boronic acid